C(C)[C@@H]1N(C[C@H](NC1)CC)C1=CC(N(C=2N1N=C(C2)CC#N)C)=O 2-(7-((2S,5R)-2,5-diethylpiperazin-1-yl)-4-methyl-5-oxo-4,5-dihydropyrazolo[1,5-a]pyrimidin-2-yl)acetonitrile